tert-butyl (S)-4-(6-chloropyrido[3,2-d]pyrimidin-4-yl)-3-methylpiperazine-1-carboxylate ClC=1C=CC=2N=CN=C(C2N1)N1[C@H](CN(CC1)C(=O)OC(C)(C)C)C